CC1(OB(OC1(C)C)/C=C/C1CCN(CC1)C(=O)OC(C)(C)C)C (E)-tert-butyl 4-(2-(4,4,5,5-tetramethyl-1,3,2-dioxaborolan-2-yl)vinyl)piperidine-1-carboxylate